4-(7-(2-aminopyrimidin-4-yl)benzofuran-2-yl)-2-(thiazol-2-yl)but-3-yn-2-ol NC1=NC=CC(=N1)C1=CC=CC=2C=C(OC21)C#CC(C)(O)C=2SC=CN2